2-fluoro-6-[(4-fluorobenzyl)amino]-9-(tetrahydrofuran-2-yl)-9H-purine FC1=NC(=C2N=CN(C2=N1)C1OCCC1)NCC1=CC=C(C=C1)F